CC1([C@@H]2CCC([C@@H]([C@]2(CCC1)C)CCO)=C)C |r| 2-((1SR,4aSR,8aSR)-5,5,8a-trimethyl-2-methylenedecahydronaphthalen-1-yl)ethan-1-ol